CC1=NN=C(C2=CC(=CC=C12)N1CCC2(CCCN2)CC1)N[C@H](C)C1=C(C(=CC=C1)C(F)(F)F)C (R)-4-methyl-N-(1-(2-methyl-3-(trifluoromethyl)phenyl)ethyl)-7-(1,8-diazaspiro[4.5]decan-8-yl)phthalazin-1-amine